nitrobarbituric acid [N+](=O)([O-])C1C(NC(NC1=O)=O)=O